(1R,4R)-N-{2-benzyl-2-azaspiro[3.3]heptan-6-yl}-5-[5-(trifluoromethyl)pyrazin-2-yl]-2,5-diazabicyclo[2.2.1]heptane-2-carboxamide C(C1=CC=CC=C1)N1CC2(C1)CC(C2)NC(=O)N2[C@H]1CN([C@@H](C2)C1)C1=NC=C(N=C1)C(F)(F)F